ClC1=CC(=C(COC2=CC=CC(=N2)C2=CC=C(CC3=NC4=C(N3CC3=NN=CN3CCC)C=C(C=C4)C(=O)OC)C=C2)C=C1)F methyl 2-(4-(6-((4-chloro-2-fluorobenzyl) oxy) pyridin-2-yl) benzyl)-1-((4-propyl-4H-1,2,4-triazol-3-yl) methyl)-1H-benzo[d]imidazole-6-carboxylate